F\C(\C(=O)NC=1C=C2C(=NC=NC2=CC1OC)NC1=C(C=C(C(=C1)C)OC1=CC2=C(N(C=N2)C)C=C1)OC)=C\[C@@H]1N(CCC1)C (R,E)-2-fluoro-N-(7-methoxy-4-((2-methoxy-5-methyl-4-((1-methyl-1H-benzo[d]imidazol-5-yl)oxy)phenyl)amino)quinazolin-6-yl)-3-(1-methylpyrrolidin-2-yl)acrylamide